(S)-2-(pyrrolidin-3-yl)ethan-1-ol hydrochloride Cl.N1C[C@@H](CC1)CCO